BrC1=C(C=CC2=C1C[C@@](O2)(C(=O)N(C)OC)C2=CC=CC=C2)Cl (S)-4-bromo-5-chloro-N-methoxy-N-methyl-2-phenyl-2,3-dihydrobenzofuran-2-carboxamide